N-(3-(1-acetylpiperidin-4-yl)phenyl)-4-fluoro-7-methyl-1H-indole C(C)(=O)N1CCC(CC1)C=1C=C(C=CC1)N1C=CC2=C(C=CC(=C12)C)F